NC1=C(C=C(N=N1)C1=C(C=CC=C1)O)N1CC2CCC(C1)N2C2=CC(=NC=C2)Br 2-[6-amino-5-[8-(2-bromopyridin-4-yl)-3,8-diazabicyclo[3.2.1]octan-3-yl]pyridazin-3-yl]phenol